6-ethoxy-5-(trifluoromethyl)pyridin C(C)OC1=C(C=CC=N1)C(F)(F)F